1-isopropyl-4-(hydroxymethyl)pyrazole C(C)(C)N1N=CC(=C1)CO